COC(=O)N1C(=CC2=CC(=CC=C12)F)CN1C(C(=CC=C1)NC([C@H](CC\C=C\C(=O)N(C)C)OC(N(C)C)=O)=O)=O Methyl-2-[[3-[[(E,2S)-7-(dimethylamino)-2-(dimethylcarbamoyloxy)-7-oxo-hept-5-enoyl]amino]-2-oxo-1-pyridyl]methyl]-5-fluoro-indol-1-carboxylat